N-(3-Cyanobenzyl)-10-hydroxy-10-((6-oxo-4-phenylpyrimidin-1(6H)-yl)methyl)-7-azaspiro[4.5]decane-7-carboxamide C(#N)C=1C=C(CNC(=O)N2CC3(CCCC3)C(CC2)(CN2C=NC(=CC2=O)C2=CC=CC=C2)O)C=CC1